N1-phenylhexane-1,2-diamine C1(=CC=CC=C1)NCC(CCCC)N